4-methyl-1,4-Phenylenediamine CC1(CC=C(C=C1)N)N